FC1(CC(C1)C1(OC1)C1=C(C=2C(=NC(=CC2)C2=CC=3C(N=C2)=NN(C3)C)S1)C)F 2-(2-(3,3-difluorocyclobutyl)oxiran-2-yl)-3-methyl-6-(2-methyl-2H-pyrazolo[3,4-b]pyridin-5-yl)thieno[2,3-b]pyridine